phthalimidoethylenediamine C1(C=2C(C(N1NCCN)=O)=CC=CC2)=O